C(C)(C)(C)OC(NC1[C@H]2CNC[C@@H]1CC2)=O (1R,5S,8S)-3-azabicyclo[3.2.1]Oct-8-ylcarbamic acid tert-butyl ester